C12CN(CC(N1)C2)C2=NC(=NC1=C(C(=C(C=C21)Cl)C2=CC=CC1=C2N=C(S1)N)F)OC[C@H]1N(CCC1)C 4-(4-(3,6-diazabicyclo[3.1.1]heptan-3-yl)-6-chloro-8-fluoro-2-(((S)-1-methylpyrrolidin-2-yl)methoxy)quinazolin-7-yl)benzo[d]thiazol-2-amine